N1(CCOCC1)C(=O)C1=CC=C(C=C1)C1=NN2C(S1)=NC=C2C2=CC=C(C#N)C=C2 4-(2-(4-(morpholine-4-carbonyl)phenyl)imidazo[2,1-b][1,3,4]thiadiazol-5-yl)benzonitrile